4-[1-[2-[3,5-bis(difluoromethyl)pyrazol-1-yl]acetyl]-4-piperidinyl]-N-tetrahydronaphthalen-1-yl-pyridin-2-carboxamide FC(C1=NN(C(=C1)C(F)F)CC(=O)N1CCC(CC1)C1=CC(=NC=C1)C(=O)NC1CCCC2=CC=CC=C12)F